NCC(=O)NCC(=O)O (Dl)-glycylglycine